[W].[Cr].[Ni] nickel-chromium tungsten